methyl 5-formyl-2-(N-methyl methylsulfonamido)benzoate C(=O)C=1C=CC(=C(C(=O)OC)C1)N(S(=O)(=O)C)C